(E)-2,4-dihydroxy-5-((4-chlorophenyl-imino)methyl)benzophenone OC1=C(C(=O)C2=CC=CC=C2)C=C(C(=C1)O)/C=N/C1=CC=C(C=C1)Cl